tri-iodobenzene IC=1C(=C(C=CC1)I)I